CC1=NOC(=N1)C12CCC(CC1)(CC2)C(C)O (4-(3-methyl-1,2,4-oxadiazol-5-yl)bicyclo[2.2.2]oct-1-yl)ethan-1-ol